CN(C([C@H](C)N1C2=C(OC(C1=O)(F)F)C=C(C(=C2)C2=C(C(=C(C(=C2F)F)F)F)F)F)=O)CCC(=O)O (S)-3-(N-methyl-2-(2,2,7-trifluoro-3-oxo-6-(perfluorophenyl)-2,3-dihydro-4H-benzo[b][1,4]oxazin-4-yl)propanamido)propanoic acid